Cl.Cl.NC1=C(O)C=C(C(=C1)O)N 2,5-diaminohydroquinone dihydrochloride